3-(methoxymethoxy)-4-nitro-1-(tetrahydro-2H-pyran-4-yl)-1H-pyrazole-5-d COCOC1=NN(C(=C1[N+](=O)[O-])[2H])C1CCOCC1